FC=1C=NC(=NC1)N[C@@H]1CN(C[C@H]1OCC1=CC=C(C=C1)C(F)(F)F)C(=O)OC(C)(C)C tert-butyl (3R,4R)-3-((5-fluoropyrimidin-2-yl)amino)-4-((4-(trifluoromethyl) benzyl)oxy)pyrrolidine-1-carboxylate